C(C1=CC=CC=C1)N(C(O)=O)CC=1NC(=CN1)C=1C=NC(=CC1)C(F)(F)F.FC(C1=CC=C(C=N1)C1=CN=C(N1)CN)(F)F 1-{5-[6-(trifluoromethyl)pyridin-3-yl]-1H-imidazol-2-yl}methanamine benzyl-({5-[6-(trifluoromethyl)pyridin-3-yl]-1H-imidazol-2-yl}methyl)carbamate